1-(4-formylphenyl)imidazole C(=O)C1=CC=C(C=C1)N1C=NC=C1